1,7-dihydroxy-2-methoxy-3-(3-methylbut-2-enyl)xanthone OC1=C(C(=CC=2OC3=CC=C(C=C3C(C12)=O)O)CC=C(C)C)OC